tert-butyl (2-iodoethyl)carbamate ICCNC(OC(C)(C)C)=O